6-[3-[[ethyl(methyl)sulfamoyl]amino]-2,6-difluoro-phenoxy]-4-oxo-3-(2-piperazin-1-ylpyrimidin-5-yl)quinazoline C(C)N(S(=O)(=O)NC=1C(=C(OC=2C=C3C(N(C=NC3=CC2)C=2C=NC(=NC2)N2CCNCC2)=O)C(=CC1)F)F)C